3-fluoro-5,6-dimethoxybenzo[b]selenophene-2-carboxylic acid ethyl ester C(C)OC(=O)C1=C(C2=C([Se]1)C=C(C(=C2)OC)OC)F